C1(CC1)C1=C(C(=CC(=C1)N1CC2=CC=C(C=C2CC1)F)C)C(C(=O)N)C12CC(C1)(C2)F (2-cyclopropyl-4-(6-fluoro-3,4-dihydroisoquinolin-2(1H)-yl)-6-methylphenyl)-2-(3-fluorobicyclo[1.1.1]pentan-1-yl)acetamide